IC1=CC=C(C=C1)C1(CC1)C1=NOC(=N1)CC(C(=O)O)=C 2-((3-(1-(4-iodophenyl)cyclopropyl)-1,2,4-oxadiazol-5-yl)methyl)acrylic acid